Diisopropyl 3-(tert-Butoxycarbonylamino)cyclobutane-1,1-dicarboxylate C(C)(C)(C)OC(=O)NC1CC(C1)(C(=O)OC(C)C)C(=O)OC(C)C